4'-chloro-5'-hydroxyspiro[cyclopropane-1,3'-indolin]-2'-one ClC1=C2C3(C(NC2=CC=C1O)=O)CC3